ClC1=CC(=C2C(=N1)N(N=C2)[C@H]2[C@@H]([C@@H]([C@H](O2)CS(=O)(=O)CP(O)(O)=O)O)O)NC2CCCC2 (((((2S,3S,4R,5R)-5-(6-chloro-4-(cyclopentylamino)-1H-pyrazolo[3,4-b]pyridin-1-yl)-3,4-dihydroxytetrahydrofuran-2-yl)methyl)sulfonyl)methyl)phosphonic acid